L-3-THIOBUTYRINE CC([C@@H](C(=O)O)N)S